O=C1NC(CCC1C1=CC=C(C=C1)N1CCC(CC1)C1CCN(CC1)CC1CCN(CC1)C=1C=C2C(N(C(C2=CC1)=O)[C@H](CS(=O)(=O)C)C1=CC(=C(C=C1)OC)OCC)=O)=O 5-(4-((1'-(4-(2,6-Dioxopiperidin-3-yl)phenyl)-[4,4'-bipiperidin]-1-yl)methyl)-piperidin-1-yl)-2-((S)-1-(3-ethoxy-4-methoxyphenyl)-2-(methylsulfonyl)ethyl)isoindoline-1,3-dione